1-bromo-2-(2-methoxyethoxy)ethane BrCCOCCOC